CN1C2CN(CC1CC2)C=O (8-Methyl-3,8-diazabicyclo[3.2.1]octan-3-yl)methanone